NC1=CC=C(C=C1)C=1C=C(SC1)CO (4-(4-aminophenyl)thiophen-2-yl)methanol